1-allylindole-2,3-dione C(C=C)N1C(C(C2=CC=CC=C12)=O)=O